O.O.O.O.[Ca+2].C(C(O)C(O)C(=O)[O-])(=O)[O-] tartaric acid calcium salt tetrahydrate